tert-butyl 2-{6-[({4-oxo-4H-pyrido[1,2-a]pyrimidin-2-yl}formamido)methyl]-1H-indol-2-yl}piperidine-1-carboxylate O=C1C=C(N=C2N1C=CC=C2)C(=O)NCC2=CC=C1C=C(NC1=C2)C2N(CCCC2)C(=O)OC(C)(C)C